tert-Butyl (1S,4s)-4-(2-fluoro-5-(((1S,2R,3S,4R)-3-(isobutylcarbamoyl)bicyclo[2.2.1]heptan-2-yl)carbamoyl)-4-methoxyphenoxy)-1-methylcyclohexane-1-carboxylate FC1=C(OC2CCC(CC2)(C(=O)OC(C)(C)C)C)C=C(C(=C1)OC)C(N[C@@H]1[C@H]2CC[C@@H]([C@@H]1C(NCC(C)C)=O)C2)=O